(R)-1-[7-(4-Fluorobenzoyl)-8-methyl-3-(trifluoromethyl)-5,6,7,8-tetrahydroimidazo[1,5-a]Pyrazin-1-yl]pyrrolidin-2-one FC1=CC=C(C(=O)N2[C@@H](C=3N(CC2)C(=NC3N3C(CCC3)=O)C(F)(F)F)C)C=C1